FC=1C=C2C=NN(C2=CC1)C=1OC2=C(C=C(C=C2C(C1)=O)C)C(C)NC1=C(C(=O)O)C=CC=C1 2-[1-[2-(5-Fluoroindazol-1-yl)-6-methyl-4-oxo-chromen-8-yl]ethylamino]benzoic acid